BrC=1SC(=C2C1OC(CN2)(F)F)C(=O)[O-].[Li+] Lithium 7-bromo-2,2-difluoro-3,4-dihydro-2H-thieno[3,4-b][1,4]oxazine-5-carboxylate